OC=1C(OC2=C(C1)C(=CC(=C2)O)O)C2=CC(=C(C=C2)O)OC 3,5,7-trihydroxy-2-(4-hydroxy-3-methoxyphenyl)benzopyran